6-amino-1,3-naphthalenedisulfonic acid disodium salt hydrate O.[Na+].[Na+].NC=1C=C2C=C(C=C(C2=CC1)S(=O)(=O)[O-])S(=O)(=O)[O-]